2-(2,6-dioxopiperidin-3-yl)-5-(((trans-3-(4-(6-methylpyridin-2-yl)-3-(trifluoromethyl)-1H-pyrazol-1-yl)cyclobutyl)methyl)amino)isoindoline-1,3-dione O=C1NC(CCC1N1C(C2=CC=C(C=C2C1=O)NC[C@@H]1C[C@H](C1)N1N=C(C(=C1)C1=NC(=CC=C1)C)C(F)(F)F)=O)=O